4-amino-7-chloro-N-methyl-N-((1R,4S)-1-methyl-7-(trifluoromethyl)-3,4-dihydro-1H-2-benzopyran-4-yl)-1,3-dihydrofuro-[3,4-c][1,8]naphthyridine-8-carboxamide NC1=NC=2N=C(C(=CC2C2=C1COC2)C(=O)N([C@@H]2CO[C@@H](C1=C2C=CC(=C1)C(F)(F)F)C)C)Cl